CC1=CC(=CN1)C(=O)O 5-Methyl-1H-pyrrole-3-carboxylic acid